C1(=CC=C(C=C1)N1C2=CC=CC=C2C=2C=CC=CC12)C1=CC=CC=C1 9-(4-biphenylyl)carbazole